tert-butyl (3aR,6aS)-5-(4-(4-(benzo[d]thiazol-5-ylamino)quinolin-7-yl)-3-fluorobenzoyl)hexahydropyrrolo[3,4-c]pyrrole-2(1H)-carboxylate S1C=NC2=C1C=CC(=C2)NC2=CC=NC1=CC(=CC=C21)C2=C(C=C(C(=O)N1C[C@@H]3[C@H](C1)CN(C3)C(=O)OC(C)(C)C)C=C2)F